3-ethylquinolin-2(1H)-one C(C)C=1C(NC2=CC=CC=C2C1)=O